dipotassium phosphate, trihydrate O.O.O.P(=O)([O-])([O-])O.[K+].[K+]